NC1(CCN(CC1)C(=O)OC(C)(C)C)C1=CC(=C(C=C1)F)F tert-butyl 4-amino-4-(3,4-difluorophenyl)piperidine-1-carboxylate